tert-butyl N-(cyclobutylmethyl)-N-[1-[5-[[4-(6-methoxy-1-tetrahydropyran-2-yl-indazol-4-yl) triazol-1-yl]methyl]pyrazin-2-yl]-3-piperidyl]carbamate C1(CCC1)CN(C(OC(C)(C)C)=O)C1CN(CCC1)C1=NC=C(N=C1)CN1N=NC(=C1)C1=C2C=NN(C2=CC(=C1)OC)C1OCCCC1